S(=O)(=O)(O)O.C(CC)N1CN(C=C1)C 1-propyl-3-methylimidazole hydrogensulfate